(E)-1-(4-(4-((4-([1,2,4]triazolo[1,5-a]pyridin-7-yloxy)-3-methylphenyl)amino)pyrrolo[2,1-f][1,2,4]triazin-5-yl)piperidin-1-yl)-4-(methylamino)but-2-en-1-one N=1C=NN2C1C=C(C=C2)OC2=C(C=C(C=C2)NC2=NC=NN1C2=C(C=C1)C1CCN(CC1)C(\C=C\CNC)=O)C